2-(5-fluoropyridin-2-yl)-2-(piperidin-4-ylidene)acetonitrile dihydrochloride Cl.Cl.FC=1C=CC(=NC1)C(C#N)=C1CCNCC1